C1(=CC=C(C=C1)C(=O)N)C1=CC=CC=C1 [1,1'-Biphenyl]-4-carboxamide